1,2,9,10-Decanetetrol C(C(CCCCCCC(CO)O)O)O